COC1=CC2=C(N=CS2)C=C1 6-methoxy-(benzothiazol)